methyl 5-(2,5-dimethyl-1H-pyrrol-1-yl)-2-methylthiazole-4-carboxylate CC=1N(C(=CC1)C)C1=C(N=C(S1)C)C(=O)OC